N1(CCOCC1)C(=O)C=1C=CC2=C(NC(CO2)=O)C1 6-(morpholin-4-ylcarbonyl)-2H-1,4-benzoxazin-3(4H)-one